diethyl-sulfolane carbonate C(O)(O)=O.C(C)C1(S(=O)(=O)CCC1)CC